tert-butyl (S)-4-(4-(2-(4-(4-chlorophenyl)-2,3,9-trimethyl-6H-thieno[3,2-f][1,2,4]triazolo[4,3-a][1,4]diazepin-6-yl)acetamido)phenyl)piperazine-1-carboxylate ClC1=CC=C(C=C1)C1=N[C@H](C=2N(C3=C1C(=C(S3)C)C)C(=NN2)C)CC(=O)NC2=CC=C(C=C2)N2CCN(CC2)C(=O)OC(C)(C)C